4-chloro-2-(1-methyl-3-oxocyclobutyl)benzonitrile ClC1=CC(=C(C#N)C=C1)C1(CC(C1)=O)C